COC(C(C)C1=CC=CC=C1)OC 1,1-dimethoxy-2-phenyl-propane